(E)-3-(2-amino-5-bromo-4-fluorophenyl)acrylic acid ethyl ester C(C)OC(\C=C\C1=C(C=C(C(=C1)Br)F)N)=O